5-chloro-2-(4,4-difluoroazepane-1-yl)-6-methylnicotinic acid methyl ester COC(C1=C(N=C(C(=C1)Cl)C)N1CCC(CCC1)(F)F)=O